(4-(methylthio)benzyl)-1H-pyrazol-4-amine CSC1=CC=C(CN2N=CC(=C2)N)C=C1